(1,4,5,6,7,8,9-heptahydroquinolizin-2-yl)-1H-indole C1C(=CCN2CCCCC12)N1C=CC2=CC=CC=C12